(2R,4R)-6-chloro-4-hydroxy-N-(3-{1-[cis-3-(trifluoromethoxy)cyclobutyl]-1H-imidazol-4-yl}bicyclo[1.1.1]pentan-1-yl)-3,4-dihydro-2H-1-benzopyran-2-carboxamide ClC=1C=CC2=C([C@@H](C[C@@H](O2)C(=O)NC23CC(C2)(C3)C=3N=CN(C3)[C@@H]3C[C@@H](C3)OC(F)(F)F)O)C1